C(C)C1=C2C(=CC(=CC2=CC=C1F)O)N1CC=2N=C(N=C(C2CC1)N1CCSCCC1)OC[C@]12CCCN2C[C@@H](C1)F 5-ethyl-6-fluoro-4-(2-(((2R,7aS)-2-fluorohexahydro-1H-pyrrolizin-7a-yl)methoxy)-4-(1,4-thiazepan-4-yl)-5,6-dihydropyrido[3,4-d]pyrimidin-7(8H)-yl)naphthalen-2-ol